ethyl ((((2R,3S,4R,5S)-5-(4-aminopyrrolo[2,1-f][1,2,4]triazin-7-yl)-2-(fluoromethyl)-3,4-dihydroxytetrahydrofuran-2-yl)methoxy)(4-(tert-butyl)phenoxy)phosphoryl)-L-alaninate NC1=NC=NN2C1=CC=C2[C@H]2[C@@H]([C@@H]([C@@](O2)(CF)COP(=O)(OC2=CC=C(C=C2)C(C)(C)C)N[C@@H](C)C(=O)OCC)O)O